FC=1C=C(C=CC1)C1=C(OC2=CC=CC=C2C1=O)[C@@H](CC)NC1=C2N=C(NC2=NC=N1)O |r| (RS)-3-(3-Fluorophenyl)-2-(1-((8-hydroxy-9H-purin-6-yl)amino)propyl)-4H-chromen-4-on